N-(3-cyclopropyl-1-(6-(3-fluorooxetan-3-yl)pyrazin-2-yl)-1H-pyrazolo[4,3-c]pyridin-6-yl)acetamide C1(CC1)C1=NN(C2=C1C=NC(=C2)NC(C)=O)C2=NC(=CN=C2)C2(COC2)F